N-(5-((5-Cyano-4-(1-cyclopropyl-1H-indol-3-yl)pyrimidin-2-yl)amino)-4-methoxy-2-((3aS,6aS)-1-methylhexahydropyrrolo[3,4-b]pyrrol-5(1H)-yl)phenyl)acrylamide C(#N)C=1C(=NC(=NC1)NC=1C(=CC(=C(C1)NC(C=C)=O)N1C[C@H]2N(CC[C@H]2C1)C)OC)C1=CN(C2=CC=CC=C12)C1CC1